amyl aspartate HCl salt Cl.N[C@@H](CC(=O)O)C(=O)OCCCCC